FC=1C(=C(C=CC1F)C1COC(C1C)C)OC 3-(3,4-difluoro-2-methoxy-phenyl)-4,5-dimethyl-tetrahydrofuran